tert-butyl (6S,7S)-7-amino-6-((2,5-difluoro-[1,1'-biphenyl]-3-yl)methyl)-5-azaspiro[2.4]heptane-5-carboxylate N[C@@H]1[C@@H](N(CC12CC2)C(=O)OC(C)(C)C)CC=2C(=C(C=C(C2)F)C2=CC=CC=C2)F